CS(=O)(=O)C1=NN2C(C(=N1)N)=NC=C2C(F)(F)F 2-(methylsulfonyl)-7-(trifluoromethyl)imidazo[2,1-f][1,2,4]Triazin-4-amine